COC=1C=C(C(/C=C/C2=C(C=CC=C2)C2=CC=CC=C2)=O)C=CC1OC 3',4'-dimethoxyphenylchalcone